3-(trimethoxysilyl)propanethiol CO[Si](CCCS)(OC)OC